N1=C(N=C(C=C1)N1C(C2=CC(=C(C=C2C1C=1SC=CC1C)OC)OC)=O)C1=NC=CC=N1 2-([2,2'-bipyrimidin]-4-yl)-5,6-dimethoxy-3-(3-methylthiophen-2-yl)isoindolin-1-one